ClC=1C=CC(=C(C1)N1CC(N(CC1=O)C(C(=O)NC=1C=CC2=CN(N=C2C1)C)CC1=CC=CC=C1)=O)N1N=NN=C1 2-(4-(5-chloro-2-(1H-tetrazol-1-yl)phenyl)-2,5-dioxopiperazin-1-yl)-N-(2-methyl-2H-indazol-6-yl)-3-phenylpropanamide